BrCC(C)Br 1,2-Dibromopropan